C(C1=CC=CC=C1)OC(=O)NN hydrazinoformic acid benzyl ester